FC1(CC(C1)C1=NC(=NO1)C=1C=C(C(=C(C1)C=1N=C2N(C=CC=C2)C1C(=O)N)C)F)F (5-(5-(3,3-difluorocyclobutyl)-1,2,4-oxadiazol-3-yl)-3-fluoro-2-methylphenyl)imidazo[1,2-a]pyridine-3-carboxamide